7-[2,4-difluoro-6-(2-methoxyethoxy)phenyl]-3-fluoro-4-oxo-5H-thieno[3,2-c]pyridine-6-carboxylic acid ethyl ester C(C)OC(=O)C1=C(C2=C(C(N1)=O)C(=CS2)F)C2=C(C=C(C=C2OCCOC)F)F